2-(6-(((1R,3s,5S)-1,5-dimethyl-8-azabicyclo[3.2.1]octan-3-yl)(2-fluoroethyl)amino)pyridazin-3-yl)-4-fluoro-5-(1H-pyrazol-4-yl)phenol C[C@]12CC(C[C@](CC1)(N2)C)N(C2=CC=C(N=N2)C2=C(C=C(C(=C2)F)C=2C=NNC2)O)CCF